(R)-1-(4-((1-(3-(1,1-difluoro-2-hydroxy-2-methylpropyl)phenyl)ethyl)amino)-7-methoxypyrido[2,3-d]pyrimidin-6-yl)cyclopropane-1-carbonitrile FC(C(C)(C)O)(F)C=1C=C(C=CC1)[C@@H](C)NC=1C2=C(N=CN1)N=C(C(=C2)C2(CC2)C#N)OC